2-[[2-fluoro-5-hydroxy-4-(2-hydroxy-1,1-dimethyl-ethyl)phenyl]methyl]-N-(3,3,3-trifluoropropyl)-1H-benzimidazole-5-carboxamide FC1=C(C=C(C(=C1)C(CO)(C)C)O)CC1=NC2=C(N1)C=CC(=C2)C(=O)NCCC(F)(F)F